(S)-N-(3-(2-(cyclopropanecarboxamido)benzo[d]thiazol-6-yl)phenyl)-3-phenylisoxazolidine-2-carboxamide C1(CC1)C(=O)NC=1SC2=C(N1)C=CC(=C2)C=2C=C(C=CC2)NC(=O)N2OCC[C@H]2C2=CC=CC=C2